C(C)(C)(C)OC(=O)C=1C=CC(=C(C1)C1=CC(=C(C=C1)OC)C(=O)O)F 5'-(tert-butoxycarbonyl)-2'-fluoro-4-methoxy-[1,1'-biphenyl]-3-carboxylic acid